C(C)(C)(C)OC(=O)NCCN1C(=CC=2C1=C(N=CC2)Cl)C(=O)O 1-{2-[(tert-butoxycarbonyl)amino]ethyl}-7-chloropyrrolo[2,3-c]pyridine-2-carboxylic acid